4-(6-amino-2-chloro-9H-purin-9-yl)-N-[5-(trifluoromethyl)-1,3,4-thiadiazol-2-yl]cyclohexanecarboxamide NC1=C2N=CN(C2=NC(=N1)Cl)C1CCC(CC1)C(=O)NC=1SC(=NN1)C(F)(F)F